P(OC1=CC=CC=C1)(=O)(Cl)Cl phenyl phosphorodichloridate